C(CCC)NC1=C2N=CN(C2=NC=N1)COCC[Si](C)(C)C N-butyl-9-(2-trimethylsilylethoxymethyl)purin-6-amine